OC1=CC=C(C=C1)/C(=C(\CC)/C1=CC=CC=C1)/C1=CC=C(OCCN2CCN(CC2)CCOC=2C=CC=C3C(N(C(=NC23)C)C2C(NC(CC2)=O)=O)=O)C=C1 (Z)-3-(8-(2-(4-(2-(4-(1-(4-hydroxyphenyl)-2-phenylbut-1-en-1-yl)phenoxy)ethyl)piperazin-1-yl)ethoxy)-2-methyl-4-oxoquinazolin-3(4H)-yl)piperidine-2,6-dione